4-(4-fluorophenyl)-1-(4-(4-fluorophenyl)butyl)piperidine FC1=CC=C(C=C1)C1CCN(CC1)CCCCC1=CC=C(C=C1)F